4-[[3-(3-fluoro-4-methoxyphenyl)imidazo[1,2-a]pyrazin-8-yl]amino]-N,2-dimethyl-N-[2-(2-piperazin-1-ylethoxy)ethyl]benzamide FC=1C=C(C=CC1OC)C1=CN=C2N1C=CN=C2NC2=CC(=C(C(=O)N(CCOCCN1CCNCC1)C)C=C2)C